1,2-dimethyl-1,2-dihydro-3H-cyclopenta[b]benzofuran-3-one CC1C(C(C=2OC3=C(C21)C=CC=C3)=O)C